FC(C(=O)O)(F)F.FC(C(=O)O)(F)F.C(N)(=N)C1=CC=C(CNC([C@H](C)NC(=O)[C@@H]2NCC[C@@H](C2)C2=CC=C(C=C2)C=2C=NC=CC2)=O)C=C1 (2R,4S)-N-((S)-1-((4-carbamimidoylbenzyl)amino)-1-oxopropan-2-yl)-4-(4-(pyridin-3-yl)phenyl)piperidine-2-carboxamide ditrifluoroacetate